FC1=C(CN2CCC(CC2)(C(=O)O)CC2=NC(=CC=C2F)NC2=NNC(=C2)C)C(=CC=C1)F 1-(2,6-difluorobenzyl)-4-((3-fluoro-6-((5-methyl-1H-pyrazol-3-yl)amino)pyridin-2-yl)methyl)piperidine-4-carboxylic acid